CCOCCOCCOCCOCCC=O 3,6,9,12-tetraoxapentadecan-15-one